methyl-3-aminocinnamic acid CC(C(=O)O)=CC1=CC(=CC=C1)N